CN(C)C[C@@H]1CN(C(O1)=O)C1=NN(C2=C1C=NC(=C2)C=2C=NN1C2N=CC=C1)C=1C(=CC2=C(OCCN2)C1)OC (R)-5-((dimethylamino)methyl)-3-(1-(6-methoxy-3,4-dihydro-2H-benzo[b][1,4]oxazin-7-yl)-6-(pyrazolo[1,5-a]pyrimidin-3-yl)-1H-pyrazolo[4,3-c]pyridin-3-yl)oxazolidin-2-one